2-amino-5-{2-[(1S)-1-cyclopropylethyl]-7-methanesulfonamido-1-oxo-2,3-dihydro-1H-isoindol-5-yl}-N-(1,5-dimethyl-1H-pyrazol-4-yl)pyrazolo[1,5-a]pyrimidine-3-carboxamide NC1=NN2C(N=C(C=C2)C=2C=C3CN(C(C3=C(C2)NS(=O)(=O)C)=O)[C@@H](C)C2CC2)=C1C(=O)NC=1C=NN(C1C)C